F[C@@H]1[C@H]([C@@H]2CN([C@]1(C2)C)C)N(C2=CC=C(N=N2)C2=C(C=C(C=C2)C2=CC(=NC=C2)OC)O)C 2-(6-(((1S,4S,5S,6R)-6-fluoro-1,2-dimethyl-2-azabicyclo[2.2.1]heptan-5-yl)(methyl)amino)pyridazin-3-yl)-5-(2-methoxypyridin-4-yl)phenol